FC(CS(=O)(=O)CC(F)F)F Bis(2,2-difluoroethyl) sulfone